ClC1=CC=C(C=C1)C1C=CN=C(N1CC(C)(C)O)C=1C=NC(=NC1)C#N 6-(4-Chlorophenyl)-2'-cyano-N-(2-hydroxy-2-methylpropyl)[2,5'-bipyrimidin]